8-(2-chloro-5-fluorophenyl)-1-isocyanato-N-methyl-6-oxo-5,6,7,8-tetrahydroimidazo[1,5-a]pyrazine-3-carboxamide ClC1=C(C=C(C=C1)F)C1C=2N(CC(N1)=O)C(=NC2N=C=O)C(=O)NC